6-(chloromethyl)indol-2-one ClCC=1C=CC2=CC(N=C2C1)=O